2-(2,4-dimethylphenylmercapto)nitrobenzene CC1=C(C=CC(=C1)C)SC1=C(C=CC=C1)[N+](=O)[O-]